3-bromo-1-((3S,5R)-5-(methoxymethyl)pyrrolidin-3-yl)-5-(methylamino)-1H-pyrazole-4-carboxamide dihydrochloride Cl.Cl.BrC1=NN(C(=C1C(=O)N)NC)[C@@H]1CN[C@H](C1)COC